7-benzyl-4-(2-methylbenzyl)-1,2,6,7,8,9-hexahydroimidazo[1,2-a]pyrido[3,4-e]pyrimidin-5(4H)-one C(C1=CC=CC=C1)N1CC=2C(N(C=3N(C2CC1)CCN3)CC3=C(C=CC=C3)C)=O